6-methoxy-N-(methyl-d3)-5-nitropyridine-2-carboxamide COC1=C(C=CC(=N1)C(=O)NC([2H])([2H])[2H])[N+](=O)[O-]